C12CCC(CC1)N2CC(=O)C2=C(N(C(=C2)CCCCS(=O)(=O)C)C2=CC=C(C#N)C=C2)C 4-(3-(2-(7-azabicyclo[2.2.1]heptan-7-yl)acetyl)-2-methyl-5-(4-(methylsulfonyl)butyl)-1H-pyrrol-1-yl)benzonitrile